NC=1C=C(C=NC1)[C@@H]1N(CCCC1)C(=O)OC(C)(C)C tert-butyl (R)-2-(5-aminopyridin-3-yl)piperidine-1-carboxylate